C1(CC1)CN1C(N(C(C=2N(C(=NC12)SC)C)=O)C)=O 3-(cyclopropylmethyl)-1,7-dimethyl-8-(methylthio)-1H-purine-2,6(3H,7H)-dione